COC1=C(C(=CC=C1)OC)N1C(=NN=C1C=1C=NC=CC1)NS(=O)(=O)C(C)C(C)C1=NC=C(N=C1)C N-(4-(2,6-dimethoxyphenyl)-5-(3-pyridinyl)-4H-1,2,4-triazol-3-yl)-3-(5-methyl-2-pyrazinyl)-2-butanesulfonamide